6-fluoro-2-methyl-2,4-dihydrobenzopyrano[3,4-c]pyrazole-8-carboxamide formate C(=O)O.FC1=CC(=CC2=C1OCC1=NN(C=C12)C)C(=O)N